tert-Butyl 4-[4-(4-nitro-2-sulfamoylphenyl)-1H-pyrazol-1-yl]piperidine-1-carboxylate [N+](=O)([O-])C1=CC(=C(C=C1)C=1C=NN(C1)C1CCN(CC1)C(=O)OC(C)(C)C)S(N)(=O)=O